6-chloro-7-(2-(((3-chloropyridin-2-yl)oxy)methyl)-3-methyl-pyrrolidin-1-yl)-1-(6-(3-(dimethyl-amino)azetidin-1-yl)pyridin-3-yl)-4-oxo-1,4-dihydro-quinoline-3-carboxylic acid ClC=1C=C2C(C(=CN(C2=CC1N1C(C(CC1)C)COC1=NC=CC=C1Cl)C=1C=NC(=CC1)N1CC(C1)N(C)C)C(=O)O)=O